C(#N)C=1C=C(C=CC1C)NS(=O)(=O)C1=CC=C(C=C1)C N-(3-cyano-4-methylphenyl)-4-methylbenzenesulfonamide